C(C=C)(=O)OCCOCCOC(=O)C1=C(C(C(=O)O)=CC=C1)C(=O)O acryloyloxyethoxyethoxycarbonyl-phthalic acid